4-(2-(2,3-Dihydrobenzofuran-5-yl)imidazo[1,2-a]pyrimidin-3-yl)-N-methylpyridin-2-amine O1CCC2=C1C=CC(=C2)C=2N=C1N(C=CC=N1)C2C2=CC(=NC=C2)NC